O=C1NC(CCC1N1N=NC2=C(C1=O)C(=CC=C2)NCCCCC(=O)N)=O 5-((3-(2,6-dioxopiperidin-3-yl)-4-oxo-3,4-dihydrobenzo[d][1,2,3]triazin-5-yl)amino)pentanamide